5'-O-(4,4'-dimethoxytrityl)-N4-acetyl-2'-deoxycytidine CC(=O)NC1=NC(=O)N(C=C1)[C@H]2C[C@@H]([C@H](O2)COC(C3=CC=CC=C3)(C4=CC=C(C=C4)OC)C5=CC=C(C=C5)OC)O